di(4-(tert-butyl)phenyl)amine C(C)(C)(C)C1=CC=C(C=C1)NC1=CC=C(C=C1)C(C)(C)C